C(#N)N=C(NCCCCCCC1CN(CC1)C(C1=CC=CC=C1)=O)NC1=C(C=NC=C1F)F 2-cyano-1-(6-((1-benzoyl)pyrrolidine-3-yl)hexyl)-3-(3,5-difluoro-4-pyridinyl)guanidine